2-iodotoluene IC1=C(C)C=CC=C1